NCC(=O)N[C@@H](CO)C(=O)N1[C@@H](CCC1)C(=O)N[C@@H](CCSC)C(=O)N[C@@H](CC1=CC=CC=C1)C(=O)N[C@@H](C(C)C)C(=O)N Glycylserylprolylmethionylphenylalanylvalinamide